methyl 2-(1-(4-chlorophenyl)-1H-pyrazole-4-sulfonamido)-5-vinylbenzoate ClC1=CC=C(C=C1)N1N=CC(=C1)S(=O)(=O)NC1=C(C(=O)OC)C=C(C=C1)C=C